2-((S)-2,5-dioxo-4-(4-(2,2,2-trifluoroacetylamino)butyl)oxazolidin-3-yl)-4-phenylbutyric acid ethyl ester C(C)OC(C(CCC1=CC=CC=C1)N1C(OC([C@@H]1CCCCNC(C(F)(F)F)=O)=O)=O)=O